N1=C(C=NC=C1)C(=O)OC(C)(C)C T-butyl pyrazine-2-carboxylate